1-Butyl-2,5-Norbornadien C(CCC)C12C=CC(C=C1)C2